1-t-butyl 2-methyl (2S,4S)-4-(phenylselanyl)pyrrolidine-1,2-dicarboxylate C1(=CC=CC=C1)[Se][C@H]1C[C@H](N(C1)C(=O)OC(C)(C)C)C(=O)OC